CN1N=C(C=C1)CSC1=C(C=C(C(=O)OC)C=C1)[N+](=O)[O-] methyl 4-(((1-methyl-1H-pyrazol-3-yl)methyl) thio)-3-nitrobenzoate